N[C@H]1[C@@H](C2=C(N(C1=O)CC)N(N=C2CC(=O)O)C2=CC=CC=C2)C2=CC=C(C=C2)F 2-((4R,5S)-5-amino-7-ethyl-4-(4-fluorophenyl)-6-oxo-1-phenyl-4,5,6,7-tetrahydro-1H-pyrazolo[3,4-b]pyridin-3-yl)acetic acid